C1(CCCC1)NC(OC1=CC(=C(C=C1)OC)C=1C=NC=C(C1)C=1OC=NN1)=O 3-(5-(1,3,4-oxadiazol-2-yl)pyridin-3-yl)-4-methoxyphenyl cyclopentylcarbamate